FC(C#CC=1C=CC2=C(N(C([C@H](CC2)NC(C2=NC=CC(=C2)OC2=CC=CC=C2)=O)=O)C)N1)(C1COC1)F (S)-N-(2-(3,3-Difluoro-3-(oxetan-3-yl)prop-1-yn-1-yl)-9-methyl-8-oxo-6,7,8,9-tetrahydro-5H-pyrido[2,3-b]azepin-7-yl)-4-phenoxypicolinamide